FC=1C=C(OC2=NC(=NC(=C2)C(F)(F)F)N2CCC(CC2)(O)CNC(C)=O)C=CC1 N-({1-[4-(3-fluorophenoxy)-6-(trifluoromethyl)pyrimidin-2-yl]-4-hydroxypiperidin-4-yl}methyl)acetamide